BrC1=NNC2=NC(=NC(=C21)NC2CCN(CC2)C)Cl 3-Bromo-6-chloro-N-(1-METHYLPIPERIDIN-4-yl)-1H-pyrazolo[3,4-d]pyrimidin-4-amine